CS(=O)(=O)OCC1=NOC(=C1)C (5-methylisoxazol-3-yl)methyl methanesulfonate